5-fluoro-3-((1-(2-(4-fluoro-2-(thiophene-2-yl)phenoxy)ethyl)piperidine-4-yl)methyl)-1H-indole FC=1C=C2C(=CNC2=CC1)CC1CCN(CC1)CCOC1=C(C=C(C=C1)F)C=1SC=CC1